C(COCCOCCOCCOCCOC)S 3,6,9,12,15-pentaoxahexadecane-1-thiol